2-fluoro-6-(phenylsulfonyl)benzaldehyde FC1=C(C=O)C(=CC=C1)S(=O)(=O)C1=CC=CC=C1